C(CCC)[Sn](C(=C)C1=C(C=CC=C1)C(F)(F)F)(CCCC)CCCC Tributyl-(1-(2-(trifluoromethyl)phenyl)vinyl)stannane